1-Ethyl 2-[2-[3-(dibenzylamino)-2-fluoro-1-methyl-propoxy]ethoxy]acetate C(C1=CC=CC=C1)N(CC(C(OCCOCC(=O)OCC)C)F)CC1=CC=CC=C1